1-tert-butyl 2-methyl (2R)-4-(2,3,4-trichloro-6-methoxyphenyl)piperazine-1,2-dicarboxylate ClC1=C(C(=CC(=C1Cl)Cl)OC)N1C[C@@H](N(CC1)C(=O)OC(C)(C)C)C(=O)OC